montanyl stearate C(CCCCCCCCCCCCCCCCC)(=O)OCCCCCCCCCCCCCCCCCCCCCCCCCCCC